N1(CCC1)C=1C=C2C(=CC=NC2=CC1)NC=1C=CC(=NC1)C(=O)NC1=CC=C(C=C1)NC1=CC(=NC=C1)C 5-((6-(azetidin-1-yl)quinolin-4-yl)amino)-N-(4-((2-methylpyridin-4-yl)amino)phenyl)pyridine-2-carboxamide